The molecule is a N-acylsphingosine in which the ceramide N-acyl group is specified as hexacosanoyl. It has a role as a mouse metabolite. It is a N-acylsphingosine and a N-(very-long-chain fatty acyl)-sphingoid base. It derives from a hexacosanoic acid. CCCCCCCCCCCCCCCCCCCCCCCCCC(=O)N[C@@H](CO)[C@@H](/C=C/CCCCCCCCCCCCC)O